C(CCCCC(=O)O)(=O)OC(C[N+](C)(C)C)CC([O-])=O O-adipyl-carnitine